6-chloro-1-(1-(2,4,5-trifluorophenyl)ethyl)pyrimidine-2,4(1H,3H)-dione ClC1=CC(NC(N1C(C)C1=C(C=C(C(=C1)F)F)F)=O)=O